5-Bromopyridine-formaldehyde BrC=1C=CC(=NC1)C=O